OC[C@@H]1N(C[C@H](NC1)C)C=1N(N=C2C1N(C(C=C2)=O)C)C2OCCCC2 ((2R,5R)-2-(hydroxymethyl)-5-methylpiperazin-1-yl)-4-methyl-2-(tetrahydro-2H-pyran-2-yl)-2,4-dihydro-5H-pyrazolo[4,3-B]pyridin-5-one